(S)-4-((R)-4-chloro-2'-(((S)-1-methylindolin-2-yl)methoxy)-2,3,5',8'-tetrahydro-6'H-spiro[inden-1,7'-quinazolin]-4'-yl)-2-(cyanomethyl)piperazine-1-carboxylic acid tert-butyl ester C(C)(C)(C)OC(=O)N1[C@H](CN(CC1)C1=NC(=NC=2C[C@@]3(CCC12)CCC1=C(C=CC=C13)Cl)OC[C@H]1N(C3=CC=CC=C3C1)C)CC#N